((2R,3S)-2,3-dimethyl-4-phenylpiperazin-1-yl)(naphthalen-1-yl)methanone C[C@H]1N(CCN([C@H]1C)C1=CC=CC=C1)C(=O)C1=CC=CC2=CC=CC=C12